C1(CCCC1)OC1=CC=NC2=CC=C(C=C12)\C=C\C12CCC(CC1)(CC2)OCC=2C(=NOC2C2CC2)C2=C(C=NC=C2Cl)Cl (E)-4-(Cyclopentyloxy)-6-(2-(4-((5-cyclopropyl-3-(3,5-dichloropyridin-4-yl)isoxazol-4-yl)methoxy)bicyclo[2.2.2]octan-1-yl)vinyl)chinolin